2-fluoro-6-[2,2,3,3,5,6,6-heptadeuterio-5-(trideuteriomethyl)piperazin-1-yl]-4-isobutyl-benzonitrile FC1=C(C#N)C(=CC(=C1)CC(C)C)N1C(C(NC(C1([2H])[2H])(C([2H])([2H])[2H])[2H])([2H])[2H])([2H])[2H]